C(C1=CC=CC=C1)NC=1N=CC2=C(N1)C1(C(N(C2)C=2C=C(C=CC2C)NC(C2=CC(=CC=C2)C(F)(F)F)=O)=O)CC1 N-(3-(2'-(Benzylamino)-7'-oxo-5'H-spiro[cyclopropane-1,8'-pyrido[4,3-d]pyrimidine]-6'(7'H)-yl)-4-methylphenyl)-3-(trifluoromethyl)benzamide